N-hydroxy-4-((2-methyl-2H-indazol-6-yl)methyl)-3-oxo-3,4-dihydro-2H-benzo[b][1,4]oxazine-6-carboxamide ONC(=O)C1=CC2=C(OCC(N2CC=2C=CC3=CN(N=C3C2)C)=O)C=C1